C1(CC2C(CC1)O2)CC[Si](OC(=C)C)(OC(=C)C)C β-(3,4-epoxycyclohexyl)ethyl-methyldiisopropenoxysilane